Cl.COC=1C=2C(N=C(C1)C=1C=CC(=C(C1)O)C=1N=NC(=CC1)C1CN(C1)C1CCOCC1)=CN(N2)C 5-(7-methoxy-2-methyl-2H-pyrazolo[4,3-b]pyridin-5-yl)-2-(6-(1-(tetrahydro-2H-pyran-4-yl)azetidin-3-yl)pyridazin-3-yl)phenol hydrochloride